NC1=C2N=CN(C2=NC(=N1)F)[C@@H]1O[C@@]2(COC(OCCCCCC(O[C@@H]2C1)=O)=O)C#C (1R,13R,15R)-15-(6-amino-2-fluoro-purin-9-yl)-13-ethynyl-2,9,11,14-tetraoxabicyclo[11.3.0]hexadecane-3,10-dione